(S)-2-hexyl-N-((7S,2S)-1-hydroxy-1-phenylpropan-2-yl)-N-methyldecanamide C(CCCCC)[C@H](C(=O)N(C)[C@H](C(C1=CC=CC=C1)O)C)CCCCCCCC